ClC1=CC(=C(OCC(=O)N[C@H]2CO[C@@H](CC2)C=2OC(=NN2)C2(CCC2)OC(F)(F)F)C=C1)F 2-(4-chloro-2-fluoro-phenoxy)-N-[(3r,6s)-6-[5-[3-cis-(trifluoromethoxy)cyclobutyl]-1,3,4-oxadiazol-2-yl]Tetrahydropyran-3-yl]Acetamide